C(CCC)C=1C(=NC=CC1NC(CC1=C(C=C(C(=C1)O)C(C)(C)O)F)=O)C(=O)N Butyl-4-[[2-[2-fluoro-5-hydroxy-4-(1-hydroxy-1-methyl-ethyl)phenyl]acetyl]amino]pyridine-2-carboxamide